ethyl 3-[7-bromo-6-[[6-(trifluoromethyl)pyridine-2-carbonyl] amino]imidazo[1,2-a]pyridin-2-yl]propanoate BrC1=CC=2N(C=C1NC(=O)C1=NC(=CC=C1)C(F)(F)F)C=C(N2)CCC(=O)OCC